(3R,4R)-3-(2-chloro-7-methyl-8-oxo-7,8-dihydro-9H-purin-9-yl)-4-fluoropyrrolidine-1-carboxylic acid tert-butyl ester C(C)(C)(C)OC(=O)N1C[C@H]([C@@H](C1)F)N1C2=NC(=NC=C2N(C1=O)C)Cl